ClC1=C(C=C(C=C1)F)[C@H]([C@H](C)C=1N(C(C(=C(N1)C(=O)NC=1C=NOC1)O)=O)C)C=1C=NN(C1C)CCOC 2-((1R,2S)-1-(2-chloro-5-fluorophenyl)-1-(1-(2-methoxyethyl)-5-methyl-1H-pyrazol-4-yl)propan-2-yl)-5-hydroxy-N-(isoxazol-4-yl)-1-methyl-6-oxo-1,6-dihydropyrimidine-4-carboxamide